The molecule is a lignan with a dibenzocyclooctadiene skeleton isolated from Kadsura ananosma. It has a role as a metabolite and a plant metabolite. It is an aromatic ether, a secondary alcohol, an acetate ester, a lignan, an organic heterotetracyclic compound and an oxacycle. C[C@H]1[C@H]([C@H](C2=CC3=C(C(=C2C4=C(C(=C(C=C4[C@H]1O)OC)OC)OC)OC)OCO3)OC(=O)C)C